[Zn].[Zn].CN(C1=NC=CC=N1)C.CN(C1=NC=CC=N1)C di-dimethyl-pyrimidyl-amine di-zinc